C(C)(C)(C)OC(NC12CC3(N(C=4N(C(N=C(C4)OCC4=CC(=C(C=C4)OC4=CC(=NC=C4)C(F)(F)F)F)=O)C3)C1)C2)=O (3-((3-Fluoro-4-((2-(trifluoromethyl)pyridin-4-yl)oxy)benzyl)oxy)-1-oxo-1H,6H,9H-7,8a-methanopyrrolo[1',2':3,4]imidazo[1,2-c]pyrimidine-7(8H)-yl)carbamic acid tert-butyl ester